2-(7-(3,5-dichlorophenyl)-2-(ethylsulfonyl)pyrazolo[1,5-a]pyrimidin-3-yl)-5-((trifluoromethyl)sulfonyl)benzo[d]oxazole ClC=1C=C(C=C(C1)Cl)C1=CC=NC=2N1N=C(C2C=2OC1=C(N2)C=C(C=C1)S(=O)(=O)C(F)(F)F)S(=O)(=O)CC